6-((4-methoxybenzyl)thio)-[1,2,4]triazolo[4,3-b]pyridazine COC1=CC=C(CSC=2C=CC=3N(N2)C=NN3)C=C1